1,1',1'',1'''-(((4,4',5,5',6,6'-hexamethyl-[1,1'-biphenyl]-2,2'-diyl)bis(oxy))bis(phosphanetriyl))tetrakis(6-(3,5-di-tert-butylphenyl)-1H-indole) CC1=CC(=C(C(=C1C)C)C1=C(C=C(C(=C1C)C)C)OP(N1C=CC2=CC=C(C=C12)C1=CC(=CC(=C1)C(C)(C)C)C(C)(C)C)N1C=CC2=CC=C(C=C12)C1=CC(=CC(=C1)C(C)(C)C)C(C)(C)C)OP(N1C=CC2=CC=C(C=C12)C1=CC(=CC(=C1)C(C)(C)C)C(C)(C)C)N1C=CC2=CC=C(C=C12)C1=CC(=CC(=C1)C(C)(C)C)C(C)(C)C